CC1(CC1)CN[C@H]1CN(CCC1)C=1N=NC(=CC1)C(C)N1C=NC(=C1)C1=NC(=CN=C1)N1CCCC1 (3R)-N-((1-methylcyclopropyl)methyl)-1-(6-(1-(4-(6-(pyrrolidin-1-yl)pyrazin-2-yl)-1H-imidazol-1-yl)ethyl)pyridazin-3-yl)piperidin-3-amine